3-[1-(Hydroxymethyl)-1-methyl-butyl]sulfanyl-1-(2,6,6-trimethylcyclohex-3-en-1-yl)butan-1-one OCC(CCC)(C)SC(CC(=O)C1C(C=CCC1(C)C)C)C